benzyl ((3aR,5r,6aS)-2-((4-(difluoromethoxy)phenyl)sulfonyl)octahydrocyclopenta[c]pyrrol-5-yl)((tetrahydro-2H-pyran-4-yl)methyl)carbamate FC(OC1=CC=C(C=C1)S(=O)(=O)N1C[C@@H]2[C@H](C1)CC(C2)N(C(OCC2=CC=CC=C2)=O)CC2CCOCC2)F